ClC1=CC(=CC=2CN(CCOC21)CC=2C=NC(=NC2)C(=O)O)N2C=CC1=CC(=CC=C21)F 5-{[9-chloro-7-(5-fluoroindol-1-yl)-3,5-dihydro-2H-1,4-benzoxazepin-4-yl]methyl}pyrimidine-2-carboxylic acid